C1(=CC=C(C=C1)C(=O)N1[C@@H](CC(C1C1=CC=CC=C1)CC1=CC=CC=C1)C(=O)O)C1=CC=CC=C1 (2S)-1-([1,1'-biphenyl]-4-carbonyl)-4-benzyl-5-phenylpyrrolidine-2-carboxylic acid